BrC=1C(=C2C(=NC1)N=C(N2)C2=C(N(C(=C2)C)C2=CC=C(C(=O)NCCN(CC)CC)C=C2)C)N[C@@H]2CN(CC2)S(=O)(=O)CC (S)-4-(3-(6-Bromo-7-((1-(ethylsulfonyl)pyrrolidin-3-yl)amino)-1H-imidazo[4,5-b]pyridin-2-yl)-2,5-dimethyl-1H-pyrrol-1-yl)-N-(2-(diethylamino)ethyl)benzamid